dihydroimidazo[1,5-a]pyrazin-8(5H)-one C1NCN2C1C(N=CC2)=O